1-(3-(2,6-dioxopiperidin-3-yl)-1-methyl-1H-indazol-6-yl)azetidine-3-carbaldehyde O=C1NC(CCC1C1=NN(C2=CC(=CC=C12)N1CC(C1)C=O)C)=O